4-Hydroxy-N-isopentyl-2-oxo-5,6,7,8-tetrahydro-1H-quinoline-3-carboxamide OC1=C(C(NC=2CCCCC12)=O)C(=O)NCCC(C)C